tert-butyl ((1R,3s,5S)-6,6-difluorobicyclo[3.1.0]hex-3-yl)carbamate FC1([C@H]2CC(C[C@@H]12)NC(OC(C)(C)C)=O)F